2-(N-hexadecylamino)-4-nitrophenylphosphocholine C(CCCCCCCCCCCCCCC)NC1=C(C=CC(=C1)[N+](=O)[O-])OP(=O)([O-])OCC[N+](C)(C)C